7-((1S,3R)-3-(2-fluoro-6-methylphenyl)cyclopentyl)-3-methyl-5-((3-(trifluoromethyl)pyridin-2-yl)methyl)pyrido[2,3-b]pyrazin-6(5H)-one FC1=C(C(=CC=C1)C)[C@H]1C[C@H](CC1)C1=CC=2C(=NC(=CN2)C)N(C1=O)CC1=NC=CC=C1C(F)(F)F